N-ethyl-(2-hydroxy-3-sulfopropyl)-3,5-dimethoxy-4-fluoroaniline C(C)N(C1=CC(=C(C(=C1)OC)F)OC)CC(CS(=O)(=O)O)O